N-(5-hydroxypyridin-2-yl)-4-(4-methoxyphenyl)piperidine-1-carboxamide 4-[6-bromo-4-(difluoromethyl)-2-methylindazol-3-yl]-2-(difluoromethoxy)-6-methoxybenzoate BrC=1C=C(C2=C(N(N=C2C1)C)C1=CC(=C(C(=O)O)C(=C1)OC)OC(F)F)C(F)F.OC=1C=CC(=NC1)NC(=O)N1CCC(CC1)C1=CC=C(C=C1)OC